Tert-butyl (2R)-2-{[3-(5-ethyl-1,3-thiazol-2-yl)-5-({(1R)-1-[6-(trifluoromethyl) pyridazin-3-yl]ethyl}carbamoyl) phenoxy] methyl}morpholine-4-carboxylate C(C)C1=CN=C(S1)C=1C=C(OC[C@H]2CN(CCO2)C(=O)OC(C)(C)C)C=C(C1)C(N[C@H](C)C=1N=NC(=CC1)C(F)(F)F)=O